FC=1C=CC(=C(C1)[C@H]1C[C@@H](CN1C=1C=CC=2N(N1)C(=CN2)C=2N=NN(C2)C[C@@H](C)O)O)OC (3S,5R)-5-(5-fluoro-2-methoxyphenyl)-1-(3-(1-((R)-2-hydroxypropyl)-1H-1,2,3-triazol-4-yl)imidazo[1,2-b]pyridazin-6-yl)pyrrolidin-3-ol